ClC1=C2C=CC(NC2=C(C=C1)I)=O 5-chloro-8-iodoquinolin-2(1H)-one